ClC=1C(=NC(=NC1)NC1=CC(=C(C=C1)N1C[C@H](CC1)N(C)C)N)C1=CN(C2=C(C=CC=C12)C)C (S)-N-(5-chloro-4-(1,7-dimethyl-1H-indol-3-yl)pyrimidin-2-yl)-4-(3-(dimethylamino)pyrrolidin-1-yl)benzene-1,3-diamine